N-[4-[3-(4-Hydroxyphenyl)prop-2-enoyl]phenyl]-2-nitrobenzenesulfonamide OC1=CC=C(C=C1)C=CC(=O)C1=CC=C(C=C1)NS(=O)(=O)C1=C(C=CC=C1)[N+](=O)[O-]